OC1=CC(=C(C=O)C=C1)C(C)C 4-HYDROXY-2-ISOPROPYLBENZALDEHYDE